CO[C@@H](C)C=1C=C(C=CC1)N1C(NCC1)=O (S)-1-(3-(1-methoxyethyl)phenyl)imidazolidin-2-one